CN1C(=NN(C1=O)C)C(=O)N dimethyl-5-oxo-4,5-dihydro-1H-1,2,4-triazole-3-carboxamide